guanyl-cysteine methyl-4-(1-(2-((S)-4-(4-chlorophenyl)-2,3,9-trimethyl-6H-thieno[3,2-f][1,2,4]triazolo[4,3-a][1,4]diazepin-6-yl)acetamido)ethyl)benzoate CC1=C(C(=O)O)C=CC(=C1)C(C)NC(C[C@H]1C=2N(C3=C(C(=N1)C1=CC=C(C=C1)Cl)C(=C(S3)C)C)C(=NN2)C)=O.C(N)(=N)N[C@@H](CS)C(=O)O